ClC1=CC2=C(N=CN=C2NC2=CC(=C(C=C2)OC=2C=NC=CC2)C)C=N1 6-chloro-N-[3-methyl-4-(pyridin-3-yloxy)phenyl]pyrido[3,4-d]pyrimidin-4-amine